FC=1C=C(C(=O)NC=2C(=NC3=CC=C(N=C3C2)C2=CN=NN2C)NC2=C(C=CC=C2)C)C=C(C1)C(F)(F)F 3-Fluoro-N-(6-(1-methyl-1H-1,2,3-triazol-5-yl)-2-(o-tolylamino)-1,5-naphthyridin-3-yl)-5-(trifluoromethyl)benzamide